C(C)(C)(C)C1=CC=C(C)C=C1 4-tert.-butyltoluene